4-benzyloxy-5-bromo-3-methyl-1-propyl-pyrazole C(C1=CC=CC=C1)OC=1C(=NN(C1Br)CCC)C